FC(C1=CC=C2CCN=CC2=C1)(F)F 7-(trifluoromethyl)-3,4-dihydroisoquinolin